ibuprofen-L-lysine salt N[C@@H](CCCCN)C(=O)O.OC(=O)C(C)C1=CC=C(CC(C)C)C=C1